(1s,3s)-N1-(5-(2-oxa-5-azaspiro[3.4]oct-5-yl)pyridin-2-yl)-N3-(7-fluoro-[1,2,4]triazolo[1,5-a]pyridin-2-yl)cyclopentane-1,3-diamine C1OCC12N(CCC2)C=2C=CC(=NC2)N[C@@H]2C[C@H](CC2)NC2=NN1C(C=C(C=C1)F)=N2